C(C)(CCC)Cl sec-pentyl chloride